4,4'-([1,1'-biphenyl]-4,4'-diylbis(oxy))dianiline C1(=CC=C(C=C1)OC1=CC=C(N)C=C1)C1=CC=C(C=C1)OC1=CC=C(N)C=C1